methyl-2-(2H-1,2,3-triazol-2-yl)pyridine-3,5-diamine CC1=C(C(=NC=C1N)N1N=CC=N1)N